4-(5-Nitro-pyridin-2-yl)-piperazine-1-carboxylic Acid tert-butyl Ester C(C)(C)(C)OC(=O)N1CCN(CC1)C1=NC=C(C=C1)[N+](=O)[O-]